BrC1=CC(=C2C(=NN(C2=C1)C(=O)OC(C)(C)C)I)S(NC(=O)OC(C)(C)C)(=O)=O tert-butyl 6-bromo-4-(tert-butoxycarbonylsulfamoyl)-3-iodo-indazole-1-carboxylate